2-Oxa-5-azabicyclo[2.2.1]heptane C12OCC(NC1)C2